BrC=1C=CC2=C3C=CC(=CC3=CN=C2C1)Br 3,8-dibromophenanthridine